C(#N)C(C1(CC1)C(F)(F)F)NC(OCC1=CC=CC=C1)=O benzyl (cyano(1-(trifluoromethyl)cyclopropyl)methyl)carbamate